(2-(2-(4-methoxyphenyl)-1,3-dithian-2-yl)vinyl)-1-phenyl-pyrrole COC1=CC=C(C=C1)C1(SCCCS1)C=CC=1N(C=CC1)C1=CC=CC=C1